C1(CC1)C[C@H](CC(=O)NC[C@H](CC1=C(C=C(C(=O)NC)C=C1)C)N(C)C)C=1C=NC=CC1 4-((S)-3-((R)-4-cyclopropyl-3-(pyridin-3-yl)butanamido)-2-(dimethylamino)propyl)-N,3-dimethylbenzamide